N1(CCOCC1)C1=CC=C(C=N1)S(=O)(=O)C1=CC=C(C=C1)CNC(=O)C1=CC=2C=NC=CC2N1 N-({4-[6-(morpholin-4-yl)pyridine-3-sulfonyl]phenyl}methyl)-1H-pyrrolo[3,2-c]pyridine-2-carboxamide